(S)-7-fluoro-N-(8-fluoro-6-oxo-1,4,5,6-tetrahydro-2H-pyrano[3,4-c]isoquinolin-1-yl)-N-methyl-1H-indole-2-carboxamide FC=1C=CC=C2C=C(NC12)C(=O)N(C)[C@@H]1COCC=2NC(C=3C=C(C=CC3C21)F)=O